C(C)(CC)NS(=O)(=O)C1=CC=2C(C3=CC(=CC=C3C2C=C1)S(=O)(=O)NC(C)CC)=O N2,N7-di-sec-butyl-9-oxo-9H-fluorene-2,7-disulfonamide